O1C(CCCC1)O[C@@H](C)C=1N(C=CN1)CC1=NOC(=C1)C1=CC=C(C=N1)C#CC#CC1CC(C1)O (1r,3r)-3-((6-(3-((2-((1S)-1-((tetrahydro-2H-pyran-2-yl)oxy)ethyl)-1H-imidazol-1-yl)methyl)isoxazol-5-yl)pyridin-3-yl)but-1,3-diyn-1-yl)cyclobutane-1-ol